(-)-(5-{[2-(4-Isopropylphenyl)imidazo[1,2-a]pyridin-3-yl]methyl}-2,5-diazabicyclo[2.2.2]oct-2-yl)(6-methoxypyridin-2-yl)methanon C(C)(C)C1=CC=C(C=C1)C=1N=C2N(C=CC=C2)C1CN1C2CN(C(C1)CC2)C(=O)C2=NC(=CC=C2)OC